(R or S)-N-(2-(1-cyclopropyl-2-hydroxy-2-methylpropyl)-3-oxoisoindolin-4-yl)benzo[d]thiazole-7-carboxamide C1(CC1)[C@H](C(C)(C)O)N1CC2=CC=CC(=C2C1=O)NC(=O)C1=CC=CC=2N=CSC21 |o1:3|